1-(3-((4-(4-amino-3-(4-phenoxyphenyl)-1H-pyrazolo[3,4-d]pyrimidin-1-yl)piperidin-1-yl)methyl)-2-fluorophenyl)dihydropyrimidine-2,4(1H,3H)-dione NC1=C2C(=NC=N1)N(N=C2C2=CC=C(C=C2)OC2=CC=CC=C2)C2CCN(CC2)CC=2C(=C(C=CC2)N2C(NC(CC2)=O)=O)F